diethyl 2-acetamidopropanedioate C(C)(=O)NC(C(=O)OCC)C(=O)OCC